C=1(C(=CC=CC1)C(=O)C1=C(C=CC=C1)C)C ditolyl ketone